(3R,4S)-N-(4-(chlorodifluoromethoxy)phenyl)-3,4-dihydroxy-2'-oxo-4'-(1H-pyrazol-5-yl)spiro[cyclopentane-1,3'-indoline]-6'-carboxamide ClC(OC1=CC=C(C=C1)NC(=O)C1=CC(=C2C3(C(NC2=C1)=O)C[C@H]([C@H](C3)O)O)C3=CC=NN3)(F)F